N-[2-{3-(3-trimethoxysilylpropylamino)-1-oxopropoxy}ethyl]-N,N,N-trimethylammonium CO[Si](CCCNCCC(OCC[N+](C)(C)C)=O)(OC)OC